ONC(=O)[C@H]1[C@@H]2CC[C@H](CN1S(=O)(=O)C=1C=NC(=CC1)OC1CCC(CC1)OC)N2C(=O)OCCOC 2-methoxyethyl (1S,2R,5R)-2-(hydroxycarbamoyl)-3-((6-((4-methoxy-cyclohexyl)oxy)-pyridin-3-yl)-sulfonyl)-3,8-diaza-bicyclo[3.2.1]octane-8-carboxylate